Zinc di-(dipropionyl lysinate) C(CC)(=O)N([C@@H](CCCCN)C(=O)[O-])C(CC)=O.C(CC)(=O)N([C@@H](CCCCN)C(=O)[O-])C(CC)=O.[Zn+2]